FC=1C=C(C=C(C1F)F)C1=C(C=CC=C1)NC(=O)C=1C(=NN(C1Cl)C)C N-(3',4',5'-trifluorobiphenyl-2-yl)-5-chloro-1,3-dimethyl-pyrazol-4-ylcarboxamide